C1CC2C3CC(C2C1CO)CC3CO bis(hydroxymethyl)tricyclo[5.2.1.02,6]Decane